BrC(F)(F)[Si](C)(C)C (bromodifluoromethyl)-trimethylsilane